O1CC=CC=C1.[Fe] iron oxainine